tert-butyl (S)-4-(4-chloro-3-(1-(2,4-dimethoxybenzyl)-1H-1,2,4-triazol-3-yl)phenyl)-2,2-dimethyloxazolidine-3-carboxylate ClC1=C(C=C(C=C1)[C@@H]1N(C(OC1)(C)C)C(=O)OC(C)(C)C)C1=NN(C=N1)CC1=C(C=C(C=C1)OC)OC